CC(CCCCCCCCCCOC(CCC1=CC(=C(C(=C1)C(C)(C)C)O)C(C)(C)C)=O)C 11-Methyldodecyl-3-[4-hydroxy-3,5-bis(2-methyl-2-propanyl)phenyl]propanoate